BrC1=CC=C(COC2=C3C(C=C(OC3=CC=C2)C(=O)NN[C@H](CC2=CNC3=CC=CC=C23)C(=O)OC)=O)C=C1 methyl (5-((4-bromobenzyl)oxy)-4-oxo-4H-chromene-2-carbonylamino)-D-tryptophanate